BrC=1C=C(C=C2C=C(C=NC12)OC(F)F)Cl 8-bromo-6-chloro-3-(difluoromethoxy)quinoline